rac-1-((2-(2,6-Dioxopiperidin-3-yl)-1-oxoisoindolin-5-yl)methyl)-3-(4-((1s,3s)-3-(hydroxymethyl)cyclobutoxy)phenyl)urea O=C1NC(CC[C@H]1N1C(C2=CC=C(C=C2C1)CNC(=O)NC1=CC=C(C=C1)OC1CC(C1)CO)=O)=O |r|